2-([1-[(2-chlorophenyl)methyl]-5-(3-hydroxyphenyl)1H-pyrazol-3-yl]methoxy)-2-methylpropanoic acid ClC1=C(C=CC=C1)CN1N=C(C=C1C1=CC(=CC=C1)O)COC(C(=O)O)(C)C